8-(1-methoxyethyl)-2-methylimidazo[1,2-a]pyridine-6-carboxylic acid COC(C)C=1C=2N(C=C(C1)C(=O)O)C=C(N2)C